5α-cholesta-8,24-dien CC(C)=CCC[C@@H](C)[C@H]1CC[C@H]2C=3CC[C@H]4CCCC[C@]4(C)C3CC[C@]12C